NC1=NC=2C3=C(C(CC2C=N1)(C)C)C(=NN3C3COC3)C(=O)NC=3SC=C(N3)C 8-amino-4,4-dimethyl-N-(4-methyl-1,3-thiazol-2-yl)-1-(oxetan-3-yl)-4,5-dihydro-1H-pyrazolo[4,3-H]quinazoline-3-carboxamide